C(C1=CC=CC=C1)NC([C@@H](C)N1C(C(CC1=O)N(C)C)=O)=O (2R)-N-benzyl-2-(3-(dimethylamino)2,5-dioxopyrrolidin-1-yl)propanamide